C12CN(CC(CC1)N2)C=2C1=C(N=C(N2)OCCC(=O)NC2=C(C=C(C=C2)S(=O)(=O)Cl)O)C(=C(N=C1)C1=CC=CC2=CC=C(C(=C12)C#C)F)F 4-(3-((4-(3,8-diazabicyclo[3.2.1]octan-3-yl)-7-(8-ethynyl-7-fluoronaphthalen-1-yl)-8-fluoropyrido[4,3-d]pyrimidin-2-yl)oxy)propanamido)-3-hydroxybenzenesulfonyl chloride